C(C1=CC=CC=C1)NC(CC1=CC=C(C=N1)NC(=O)C1=C(C(=O)O)C=CC=C1)=O 2-((6-(2-(benzylamino)-2-oxoethyl)pyridin-3-yl)carbamoyl)benzoic acid